Cl.CC1CNCC(O1)C 2,6-dimethyl-morpholine HCl salt